5-Amino-1-(propan-2-yl)-3-[4-([[3-(1,1,1-trifluoro-2-methylpropan-2-yl)-1H-pyrazol-5-yl]carbamoyl]methyl)phenyl]-1H-pyrazole-4-carboxamide NC1=C(C(=NN1C(C)C)C1=CC=C(C=C1)CC(NC1=CC(=NN1)C(C(F)(F)F)(C)C)=O)C(=O)N